1,2,5,6-tetrahydroxyanthracene OC1=C(C=CC2=CC3=C(C(=CC=C3C=C12)O)O)O